3-Benzyl-1-[3-(3-benzyl-4-oxo-2-sulfanylidene-1,3-diazinan-1-yl)propyl]-2-sulfanylidene-1,3-diazinan-4-one C(C1=CC=CC=C1)N1C(N(CCC1=O)CCCN1C(N(C(CC1)=O)CC1=CC=CC=C1)=S)=S